NC=1C(NC2=C3C=CC=NC3=C(C=C2C1C1=C2C=NNC2=C(C=C1)F)OC)=O 3-amino-4-(7-fluoro-1H-indazol-4-yl)-6-methoxy-1H-1,7-phenanthrolin-2-one